CC1(CC=CC=C1[SiH](C)C)C (6,6-dimethylcyclohexadienyl)dimethylsilane